C1(CCCCC1)N1C(=NC=2C1=C1C(=NC2)N(C=C1)S(=O)(=O)C1=CC=C(C)C=C1)C1=CC=C(O1)C=O 5-(1-cyclohexyl-6-tosyl-1,6-dihydroimidazo[4,5-d]pyrrolo[2,3-b]pyridin-2-yl)furan-2-carbaldehyde